N,N-dimethyl-γ-aminopropyl-γ-aminopropylmethyldimethoxysilane CN(CCC[Si](OCCCCN)(OC)C)C